CC(C)(COP(=O)(O)OP(=O)(O)OC[C@@H]1[C@H]([C@H]([C@@H](O1)N2C=NC3=C(N=CN=C32)N)O)OP(=O)(O)O)[C@H](C(=O)NCCC(=O)NCCSC(=O)C4=C(CCC(=O)C4)N)O The molecule is an acyl-CoA that results from the formal condensation of the thiol group of coenzyme A with the carboxy group of 2-amino-5-oxocyclohex-1-enecarboxylic acid. It derives from a coenzyme A. It is a conjugate acid of a 2-amino-5-oxocyclohex-1-enecarbonyl-CoA(4-).